ClC=1C(=NC(=NC1)N[C@H](CO)C)C1=CC=C2CN(C(C2=C1)=O)CC(=O)N[C@H](CO)C1=C(C=CC(=C1)OC)F 2-[6-(5-chloro-2-{[(2S)-1-hydroxypropan-2-yl]amino}pyrimidin-4-yl)-1-oxo-2,3-dihydro-1H-isoindol-2-yl]-N-[(1S)-1-(2-fluoro-5-methoxyphenyl)-2-hydroxyethyl]acetamide